C1(=CC=CC=C1)C1(C=CC2=C(O1)C=1C=C(C(=CC1C1=C2C(C2=CC=CC=C21)(C)C)N2CCCCC2)OC)C2=CC=C(C=C2)OCCO 3-phenyl-3-(4-(2-hydroxyethoxy)phenyl)-6-methoxy-7-piperidinyl-13,13-dimethyl-3h,13h-indeno[2',3':3,4]naphtho[1,2-b]pyran